OCC1CCC(O1)C(=O)O 5-(HYDROXYMETHYL)OXOLANE-2-CARBOXYLIC ACID